[N+](=O)([O-])C=1C(=CC2=C(OCO2)C1)C(C)OC(=O)N[C@@H](CCCCN)C(=O)O N-e-[(1-(6-nitrobenzo[d][1,3]dioxol-5-yl)ethoxy)carbonyl]-L-lysine